(S)-2-(2-(4-amino-2-fluorophenoxy)ethyl)hexahydropyrrolo[1,2-a]pyrazin-6(2H)-one NC1=CC(=C(OCCN2C[C@H]3N(CC2)C(CC3)=O)C=C1)F